2-allyl-6-methoxy-4-methylphenol C(C=C)C1=C(C(=CC(=C1)C)OC)O